C(C(C)C)N1N=NC2=C1C=CC=C2 1-isobutylbenzotriazol